N,N-dimethylhexane-1-amine CN(CCCCCC)C